ortho-tert-Butylcyclohexanylacetat C(C)(C)(C)C1C(CCCC1)CC(=O)[O-]